4-chloro-pyridinemethanol ClC1=CC(=NC=C1)CO